C(C)(C)(C)OC(N(CC=NO)CC1=C(C=CC(=C1)Cl)Cl)=O (2,5-dichloro-benzyl)-(2-hydroxyimino-ethyl)-carbamic acid tert-butyl ester